6-Ethyl-8-((4-hydroxyphenyl)thio)-2,4-dimethylpyrimido[4,5-c]isoquinoline-1,3,7,10(2H,4H)-tetraone C(C)C1=NC2=C(C=3C(C=C(C(C13)=O)SC1=CC=C(C=C1)O)=O)C(N(C(N2C)=O)C)=O